(4S)-2-{[(2S)-1,4-dioxan-2-yl]methyl}-4-methyl-N-[(1-methyl-1H-imidazol-4-yl)methyl]-8-(trifluoromethyl)-4,5-dihydro-2H-furo[2,3-g]indazole-7-carboxamide O1[C@H](COCC1)CN1N=C2C3=C(C[C@@H](C2=C1)C)OC(=C3C(F)(F)F)C(=O)NCC=3N=CN(C3)C